FC=1C=C(C(C(=O)O)=C(C1)F)O 4,6-difluorosalicylic acid